benzyl (S)-13-((2s,4r)-4-hydroxy-2-((4-(4-methylthiazol-5-yl) benzyl) carbamoyl) pyrrolidine-1-carbonyl)-14,14-dimethyl-11-oxo-3,6,9-trioxa-12-azapentadecane-1-oate O[C@@H]1C[C@H](N(C1)C(=O)[C@@H](NC(COCCOCCOCC(=O)OCC1=CC=CC=C1)=O)C(C)(C)C)C(NCC1=CC=C(C=C1)C1=C(N=CS1)C)=O